N-(5-amino-5-carboxypentyl)propioamide NC(CCCCNC(CC)=O)C(=O)O